BrC1=CC(=C(C=C1)[C@@H]1N=C(OC1)N)C(F)(F)F (+)-(S)-4-(4-bromo-2-trifluoromethyl-phenyl)-4,5-dihydro-oxazol-2-ylamine